FC(C(C)(C)O)(F)C=1C(=C(C=CC1)[C@@H](C)NC1=NN=C(C2=CC3=C(C=C12)N(C(C3(C)COC)=O)C)C)F D-8-[[(1R)-1-[3-(1,1-difluoro-2-hydroxy-2-methyl-propyl)-2-fluoro-phenyl]ethyl]amino]-3-(methoxymethyl)-1,3,5-trimethyl-pyrrolo[3,2-g]phthalazin-2-one